3-(Chloromethyl)-5-(3-(difluoromethyl)-4-fluorophenyl)-2-methoxypyridine hydrochloride Cl.ClCC=1C(=NC=C(C1)C1=CC(=C(C=C1)F)C(F)F)OC